C(CC)N1C(C2C34C5CC(=CCC5C(C2CC1)C4)C3)=O 4-(n-propyl)-4-aza-pentacyclo[10.2.1.11,8.02,7.09,14]-11-hexadecene-3-one